1-(4-methylbenzenesulfonyl)-1H-pyrazolo[4,3-b]pyridin-5-ol CC1=CC=C(C=C1)S(=O)(=O)N1N=CC2=NC(=CC=C21)O